Trans-2,4-dimethoxy-5-[6-methyl-5-[2-(2-fluoroethyl)cyclopropyl]pyridazin-3-yl]pyrimidine methyl-(S)-1-benzylpiperazine-2-carboxylate trifluoroacetate salt FC(C(=O)O)(F)F.COC(=O)[C@H]1N(CCNC1)CC1=CC=CC=C1.COC1=NC=C(C(=N1)OC)C=1N=NC(=C(C1)[C@H]1[C@@H](C1)CCF)C